FC1=CC=C(S1)CC[C@@]1(CN(CC1)C(C)(C)C=1C=NC(=CC1)C)[C@H](C)NC(OC(C)C)=O |o1:8| isopropyl ((S)-1-((R or S)-3-(2-(5-fluorothiophen-2-yl)ethyl)-1-(2-(6-methylpyridin-3-yl)propan-2-yl)pyrrolidin-3-yl)ethyl)carbamate